4-methoxy-N-(2-quinolinyl-methylene)-aniline COC1=CC=C(N=CC2=NC3=CC=CC=C3C=C2)C=C1